6-Fluoro-1-(4-fluoro-3-(4-(pyridin-2-yl)piperazine-1-carbonyl)benzyl)quinazoline-2,4(1H,3H)-dione FC=1C=C2C(NC(N(C2=CC1)CC1=CC(=C(C=C1)F)C(=O)N1CCN(CC1)C1=NC=CC=C1)=O)=O